(S)-5-fluoro-1'-(2-(trifluoromethoxy)ethyl)spiro[isoindoline-1,3'-pyrrolidine]-2',3-dione FC=1C=C2C(N[C@]3(C(N(CC3)CCOC(F)(F)F)=O)C2=CC1)=O